ClC1=CC=C(C=C1)C1=CC=2C3=C(C=NC2C=C1)N(C(N3C=3C=C(C=CC3)S(=O)(=O)N)=N)C 3-(8-(4-Chlorophenyl)-2-imino-3-methyl-2,3-dihydro-1H-imidazo[4,5-c]quinolin-1-yl)benzenesulfonamide